FC=1C=C(C=CC1F)C1=NC(=NC=C1C=O)C(F)(F)F 4-(3,4-difluorophenyl)-2-(trifluoromethyl)pyrimidine-5-carbaldehyde